C(C)(C)(C)OC(=O)N1C=NC2=C1C=CC=C2CN2C(C(=CC(=C2)C(NC2CC2)=O)C(NC)=O)=O 4-((5-(cyclopropylcarbamoyl)-3-(methylcarbamoyl)-2-oxopyridin-1(2H)-yl)methyl)-1H-benzo[d]imidazole-1-carboxylic acid tert-butyl ester